pyrazolo[1,5-a]pyridin-6-ylboronic acid N1=CC=C2N1C=C(C=C2)B(O)O